O1CC(CC1)N1N=C2C=C(C=CC2=C1)B1OC(C(O1)(C)C)(C)C 2-tetrahydrofuran-3-yl-6-(4,4,5,5-tetramethyl-1,3,2-dioxaborolan-2-yl)indazole